O.[Na+].[Na+].N(CC(=O)[O-])CC(=O)[O-] Iminodiacetic acid disodium salt hydrate